5-cyano-2-fluoro-N-(pyridazin-4-yl)benzamide C(#N)C=1C=CC(=C(C(=O)NC2=CN=NC=C2)C1)F